N-(4-(1,5-dimethyl-6-oxo-1,6-dihydropyridin-3-yl)-2-((2-isopropoxyethyl)amino)phenyl)-3-methoxycyclobutane-1-carboxamide CN1C=C(C=C(C1=O)C)C1=CC(=C(C=C1)NC(=O)C1CC(C1)OC)NCCOC(C)C